OC[C@@H](CC1=NC=CC=C1)NC(OC(C)(C)C)=O tert-butyl (R)-(1-hydroxy-3-(pyridin-2-yl)propan-2-yl)carbamate